1-thiomorpholine-1-oxide N1CCS(CC1)=O